bis(1,2,2,6,6-pentamethyl-4-piperidyl) sebacate ethyl-phenyl-(2,4,6-trimethylbenzoyl)phosphinate C(C)OP(=O)(C(C1=C(C=C(C=C1C)C)C)=O)C1=CC=CC=C1.C(CCCCCCCCC(=O)OC1CC(N(C(C1)(C)C)C)(C)C)(=O)OC1CC(N(C(C1)(C)C)C)(C)C